Cl.N[C@H](C(=O)N1[C@@H]([C@H]2[C@H]3CC[C@@H]([C@H]2C1)C3)C(=O)N[C@H](C(=O)N)C[C@H]3C(NCC3)=O)C(C)(C)C (2S)-2-{[(1S,2S,3S,6R,7R)-4-[(2S)-2-amino-3,3-dimethylbutanoyl]-4-azatricyclo[5.2.1.0^{2,6}]decan-3-yl]formamido}-3-[(3S)-2-oxopyrrolidin-3-yl]propanamide hydrochloride